Methyl 8-oxo-12-phenyl-5,6-dihydro-4H,8H-pyrido[3,2,1-ij]pyrrolo[1,2-c]quinazoline-10-carboxylate O=C1N2C3=C(C=CC=C3C=3N1C(=CC3C3=CC=CC=C3)C(=O)OC)CCC2